(Z)-hex-3-en-1-yl-2-methyl-3-hexanone C(C\C=C/CC)CC(C(CCC)=O)C